N-(2-((2-methoxyphenethyl)carbamoyl)thiophen-3-yl)isonicotinamide COC1=C(CCNC(=O)C=2SC=CC2NC(C2=CC=NC=C2)=O)C=CC=C1